(2'S,3R,6'S)-2'-methyl-6'-(1-methyltriazol-4-yl)spiro[indoline-3,4'-piperidine]-2-one C[C@@H]1N[C@@H](C[C@@]2(C1)C(NC1=CC=CC=C12)=O)C=1N=NN(C1)C